5-(5-Carbamoyl-furan-2-yl)-2-(4-fluorophenoxy)benzamide 2,2,6,6-Tetramethylpiperidin-4-yl-hexadecanoate CC1(NC(CC(C1)OC(CCCCCCCCCCCCCCC)=O)(C)C)C.C(N)(=O)C1=CC=C(O1)C=1C=CC(=C(C(=O)N)C1)OC1=CC=C(C=C1)F